C(C)(C)(C)C=1C=CC(=NC1)NC1=C(C=C(C=C1)S(=O)(=O)N(C)CC1=CC=C(C=C1)OC)C=1N=CN(C1)C 4-[(5-tert-butyl-2-pyridinyl)amino]-N-[(4-methoxyphenyl)methyl]-N-methyl-3-(1-methylimidazol-4-yl)benzenesulfonamide